5-methyl-3-(2-(3-(4-methoxyphenyl)-4-oxothiazolidine-2-ylidene)hydrazono)-1H-indol-2-one CC=1C=C2C(C(NC2=CC1)=O)=NN=C1SCC(N1C1=CC=C(C=C1)OC)=O